4-(2-{[4-chloro-3-(3-cyano-5-fluoro-quinolin-2-yl)-benzoyl]-methyl-amino}-phenoxy)-butyric acid ClC1=C(C=C(C(=O)N(C2=C(OCCCC(=O)O)C=CC=C2)C)C=C1)C1=NC2=CC=CC(=C2C=C1C#N)F